P(=O)(O)(O)F.P(=O)(O)(O)F.P(=O)(O)(O)F.P(=O)(O)(O)F.C(CCC)N1C(N(C=C1)C)C 1-butyl-2,3-dimethyl-imidazole tetrafluorophosphate